2-(1,2-diphenylpropyl)malononitrile C1(=CC=CC=C1)C(C(C)C1=CC=CC=C1)C(C#N)C#N